C(C)O[Si](CCCNC(CC(C)=O)C)(OCC)OCC 4-[3-(triethoxysilyl)propylamino]-2-pentanone